4-{6-[bis(tert-Butoxycarbonyl)amino]-2-methoxy-9H-purin-9-yl}cyclohexanecarboxylic acid methyl ester COC(=O)C1CCC(CC1)N1C2=NC(=NC(=C2N=C1)N(C(=O)OC(C)(C)C)C(=O)OC(C)(C)C)OC